4-[(methoxyphenyl)amino]-9,9'-spirobifluorene COC1=C(C=CC=C1)NC1=CC=CC=2C3(C4=CC=CC=C4C12)C1=CC=CC=C1C=1C=CC=CC13